C(C=C)NC1=CC(=CC=C1)C(F)(F)F N-allyl-3-(trifluoromethyl)aniline